tert-butyl (3S,4S)-4-[7-(2,8-dimethylimidazo[1,2-b]pyridazin-6-yl)-5-oxo-thiazolo[3,2-a]pyrimidin-2-yl]-3-fluoro-piperidine-1-carboxylate CC=1N=C2N(N=C(C=C2C)C=2N=C3N(C(C2)=O)C=C(S3)[C@@H]3[C@@H](CN(CC3)C(=O)OC(C)(C)C)F)C1